OC1=CC=C(C=C1)C1=CC(=NO1)C1=C(C(=C(C=C1OC)O)CC=C(C)C)O 4-(5-(4-hydroxyphenyl)isoxazole-3-yl)-5-methoxy-2-(3-methylbut-2-en-1-yl)benzene-1,3-diol